FC=1C=C(C=CC1)[C@H]([C@@H]1N([C@@H](CC1)CCC)C(=O)OCC1=CC=CC=C1)O Benzyl (2R,5R)-2-((R)-(3-fluorophenyl)(hydroxy)methyl)-5-propylpyrrolidine-1-carboxylate